1-Amino-2,5-bis((trimethylsilyl)ethynyl)pyridine NN1C(C=CC(=C1)C#C[Si](C)(C)C)C#C[Si](C)(C)C